(4-Methyl-3-pentenyl)-3-cyclohexenecarboxaldehyde CC(=CCCC1(CC=CCC1)C=O)C